BrC1=CC=C(C=2N(C(N(C21)C)=O)N2C(CCCC2=O)=O)F (4-bromo-7-fluoro-3-methyl-2-oxo-benzoImidazol-1-yl)piperidine-2,6-dione